(S)-3-(1-(1H-pyrazol-1-yl)cyclopropyl)-6-(1-amino-1,3-dihydrospiro[indene-2,4'-piperidine]-1'-yl)-1,5-dihydro-4H-pyrazolo[3,4-d]pyrimidin-4-one N1(N=CC=C1)C1(CC1)C1=NNC=2N=C(NC(C21)=O)N2CCC1(CC2)[C@@H](C2=CC=CC=C2C1)N